ClC=1C(=C(C=CC1)OB(O)O)OC 3-chloro-2-methoxyphenylboric acid